[O+]=1OOC(=CC1)[SiH3] trioxiniosilane